C[C@H](CCC(=O)O)[C@H]1CC[C@@H]2[C@@]1(CC[C@H]3[C@H]2[C@@H]([C@@H]([C@H]4[C@@]3(CC[C@H](C4)O)C)O[C@H]5[C@@H]([C@H]([C@@H]([C@H](O5)C(=O)O)O)O)O)O)C The molecule is a steroid glucosiduronic acid that is hyocholic acid having a single beta-D-glucuronic acid residue attached at position 6. It has a role as a human urinary metabolite. It is a beta-D-glucosiduronic acid, a dicarboxylic acid and a steroid glucosiduronic acid. It derives from a hyocholic acid. It is a conjugate acid of a hyocholate 6-O-(beta-D-glucuronide)(2-).